BrC1=CC(=C(C(=O)Cl)C=C1)N1CCC2(CC2)CC1 4-bromo-2-(6-azaspiro[2.5]octan-6-yl)benzoyl chloride